C1(CC1)CN1C(=CC2=CC=CC(=C12)C1CCNCC1)C1=NC2=C(N1C)C(=CC(=C2)C(=O)N2[C@@H]1CC[C@H](C2)[C@H]1N)OC (1R,4R,7R)-2-{2-[1-(cyclopropylmethyl)-7-(piperidin-4-yl)-1H-indol-2-yl]-7-methoxy-1-methyl-1H-1,3-benzodiazole-5-carbonyl}-2-azabicyclo[2.2.1]heptan-7-amine